CC1(C2CCC1CC2)C 7,7-dimethylbicyclo[2.2.1]heptan